N-[3-(6-chloro-1,3-benzothiazol-2-yl)-1-bicyclo[1.1.1]pentanyl]-2-(1-methyl-1-methylsulfonyl-ethyl)oxazole-5-carboxamide ClC1=CC2=C(N=C(S2)C23CC(C2)(C3)NC(=O)C3=CN=C(O3)C(C)(S(=O)(=O)C)C)C=C1